3-(4-aminophenoxy)-2-(2-(1,1-difluoroethyl)-4-fluorophenyl)benzo[b]thiophene-6-carboxylic acid methyl ester COC(=O)C=1C=CC2=C(SC(=C2OC2=CC=C(C=C2)N)C2=C(C=C(C=C2)F)C(C)(F)F)C1